C1(CC1)NC(=O)C=1C=C(C(=C(C1)C1=NC=C(C(=O)NCC2=C(C(=CC(=C2)F)F)F)C=C1)C)F 6-{5-[(cyclopropylamino)carbonyl]-3-fluoro-2-methylphenyl}-N-(2,3,5-trifluorobenzyl)nicotinamide